(2-methoxyethoxy)methyl (3aS,4S,7S,7aR)-2-(4-cyano-3-(trifluoromethyl)phenyl)-4,7-dimethyl-1,3-dioxo-2,3,3a,4,7,7a-hexahydro-1H-4,7-epoxyisoindole-5-carboxylate C(#N)C1=C(C=C(C=C1)N1C([C@H]2[C@@]3(C=C([C@]([C@H]2C1=O)(O3)C)C(=O)OCOCCOC)C)=O)C(F)(F)F